1-methyl-4-((3,4,5-trimethoxyphenyl)amino)-6-chloro-1H-indole-2-carboxylic acid CN1C(=CC2=C(C=C(C=C12)Cl)NC1=CC(=C(C(=C1)OC)OC)OC)C(=O)O